tert-butyl (R)-(2-(5-(1-((7-bromo-4-methoxyphthalazin-1-yl)amino)ethyl)thiophen-3-yl)benzyl)(methyl)carbamate BrC1=CC=C2C(=NN=C(C2=C1)N[C@H](C)C1=CC(=CS1)C1=C(CN(C(OC(C)(C)C)=O)C)C=CC=C1)OC